2-bromo-2-phenyl-vinyl-2-fluoro-3,4-dihydronaphthalene-1-one BrC(=CC1C(C(C2=CC=CC=C2C1)=O)F)C1=CC=CC=C1